ClC1=C(C=CC=C1)C1=NN=C(O1)SCCCCOC1=C(OC2=CC(=CC(=C2C1=O)OC)OC)C1=CC(=C(C(=C1)OC)OC)OC 3-(4-((5-(2-chlorophenyl)-1,3,4-oxadiazol-2-yl)thio)butoxy)-5,7-dimethoxy-2-(3,4,5-trimethoxyphenyl)-4H-chromen-4-one